1-(9Z-octadecenoyl)-2-(9Z-pentadecenoyl)-glycero-3-phosphoserine CCCCCCCC/C=C\CCCCCCCC(=O)OC[C@H](COP(=O)(O)OC[C@@H](C(=O)O)N)OC(=O)CCCCCCC/C=C\CCCCC